C(C)(=O)C1=C(C(=C(C(=C1OC)OC)OC)[N+](=O)[O-])C1=C(C(=O)OC)C=CC(=C1OC)OC methyl 2-acetyl-3,4,5-trimethoxy-6-nitrophenyl-3,4-dimethoxy-benzoate